FC=1C=C2C(=CC(=NC2=CC1)C1=CC=C(C=C1)C1=CC=C(C=C1)OCCC(C)C)C(=O)O 6-fluoro-2-(4'-(isopentyloxy)-[1,1'-biphenyl]-4-yl)quinoline-4-carboxylic acid